COC=1N=C2N(C=C(C=C2)C2(CC2)C)C1 methoxy-6-(1-methylcyclopropyl)imidazo[1,2-a]pyridine